FC1=C(C=O)C=CC(=C1)OCCN1CCN(CC1)C 2-fluoro-4-(2-(4-methylpiperazin-1-yl)ethoxy)benzaldehyde